methyl (2R)-2,6-difluorotetrahydro-1H-pyrrolizine-7a(5H)-carboxylate F[C@@H]1CC2(CC(CN2C1)F)C(=O)OC